ClS(=O)(=O)C1CCN(CC1)C(=O)OCC1=CC=CC=C1 benzyl 4-(chlorosulfonyl)-piperidine-1-carboxylate